FC1(CCN(CCC1)C1=NC2=CC=NC=C2C=C1C(=O)O)F 2-(4,4-difluoroazepan-1-yl)-1,6-naphthyridine-3-carboxylic acid